N-(5-((2-(3-cyanopyrrolidin-1-yl)ethyl)carbamoyl)-2-fluorophenyl)-2-(1-methyl-1H-pyrazol-4-yl)-1H-pyrrolo[2,3-b]pyridine-5-carboxamide C(#N)C1CN(CC1)CCNC(=O)C=1C=CC(=C(C1)NC(=O)C=1C=C2C(=NC1)NC(=C2)C=2C=NN(C2)C)F